1-(6-(6-(Difluoromethyl)imidazo[1,2-b]pyridazin-3-yl)pyrimidin-4-yl)-6-methylpiperidin-3-amine FC(C=1C=CC=2N(N1)C(=CN2)C2=CC(=NC=N2)N2CC(CCC2C)N)F